(rac)-2,2-difluoro-4-(tetrahydro-2H-pyran-2-yloxy)butan-1-ol FC(CO)(CCO[C@H]1OCCCC1)F |r|